C1(CC1)C=1N=C2N(C3=C(C(N(C2)CC2=CC=CC=C2)=O)C=C(C(=C3)C(=O)NC=3N=C(SC3)C3=NN=CN3C(C)C)F)C1 2-cyclopropyl-5-benzyl-8-fluoro-N-[2-(4-isopropyl-4H-1,2,4-triazol-3-yl)thiazol-4-yl]-6-oxo-5,6-dihydro-4H-benzo[f]imidazo[1,2-a][1,4]diazepine-9-carboxamide